C(CCC)NCC(C[Si](OC)(OC)OC)C N-butyl-3-amino-2-methylpropyltrimethoxysilane